N-{4-chloro-2-fluoro-3-[4-(5-fluoropyridin-3-yl)-6-oxo-1,6-dihydropyrimidin-2-yl]benzyl}isobutyramide ClC1=C(C(=C(CNC(C(C)C)=O)C=C1)F)C=1NC(C=C(N1)C=1C=NC=C(C1)F)=O